2-(2-fluoro-3,4-dihydroxy-5-methoxyphenyl)-N-methyl-1-(3-methyloxetan-3-yl)-1H-benzo[d]imidazole-6-sulfonamide FC1=C(C=C(C(=C1O)O)OC)C1=NC2=C(N1C1(COC1)C)C=C(C=C2)S(=O)(=O)NC